C(C1=CC=CC=C1)OC1C(OC(C1OCC1=CC=CC=C1)COCC1=CC=CC=C1)C#N 3,4-bis(benzyloxy)-5-((benzyloxy)methyl)tetrahydrofuran-2-carbonitrile